C[C@@H]1N(CCN(C1)C(=O)OC(C)(C)C)C(=O)OC=1C=C2C(=NC=NC2=CC1OC)C=1C(=NN(C1)C)C1=CC=CC=C1 4-(tert-butyl) 1-(7-methoxy-4-(1-methyl-3-phenyl-1H-pyrazol-4-yl)quinazolin-6-yl) (S)-2-methylpiperazine-1,4-dicarboxylate